3-(4-(tert-Butyl)phenyl)-4,5-dihydro-1H-benzo[g]indole-2-carboxylic acid C(C)(C)(C)C1=CC=C(C=C1)C1=C(NC=2C3=C(CCC12)C=CC=C3)C(=O)O